[O-]C1(CCSCC1)[O-] dioxidotetrahydro-2H-thiopyran